trimethyl-6-nitrospiro[chromene-2,2'-indoline] CC1(C2(N(C3=CC=CC=C13)C)OC1=CC=C(C=C1C=C2)[N+](=O)[O-])C